N-{[(3R,5aS,6R,8aS,9R,10S,12R,12aR)-3,6,9-trimethyldecahydro-12H-3,12-epoxypyrano[4,3-j][1,2]benzodioxepin-10-yl]methyl}ethanamine C[C@@]12OO[C@]34[C@@H](CC1)[C@@H](CC[C@H]3[C@H]([C@H](O[C@@H]4O2)CNCC)C)C